N-(4-cyano-2-fluorophenyl)-6H-thieno[2,3-b]pyrrole-4-sulfonamide C(#N)C1=CC(=C(C=C1)NS(=O)(=O)C=1C2=C(NC1)SC=C2)F